N[C@H]1CN(CC1)C=1C=2CCCCC2N=C2C=CC(=CC12)C1=CC(=NC=C1)NC1=CC=C(C=C1)S(=O)(=O)N1CCN(CC1)C (R)-4-(9-(3-Aminopyrrolidin-1-yl)-5,6,7,8-tetrahydroacridin-2-yl)-N-(4-((4-methylpiperazin-1-yl)sulfonyl)phenyl)pyridin-2-amine